OC(CN)(O)O tris-hydroxy-methyl-aminomethane